[3-chloro-2-[3-(4-isoquinolyl)-4-oxo-2-(trifluoromethylsulfonyloxy)quinazolin-7-yl]phenyl] trifluoromethanesulfonate FC(S(=O)(=O)OC1=C(C(=CC=C1)Cl)C1=CC=C2C(N(C(=NC2=C1)OS(=O)(=O)C(F)(F)F)C1=CN=CC2=CC=CC=C12)=O)(F)F